ClC=1SC(=CN1)S(=O)(=O)N1CCC(CC1)C=1C(=CC=2N(N1)N=CN2)C 2-chloro-5-((4-(7-methyl-[1,2,4]triazolo[1,5-b]pyridazin-6-yl)piperidin-1-yl)sulfonyl)thiazole